ON(C(=O)C1=CC=CC=C1)C/C=C/P(OCC)(OCC)=O Diethyl [(1E)-3-(N-hydroxy-1-phenylformamido)prop-1-en-1-yl]phosphonate